CN1C=CC=2C1=NC=CC2NC2=C(C(NC=C2)=O)C(=O)NC2=CC=C(C=C2)N2CCN(CC2)C 4-((1-Methyl-1H-pyrrolo[2,3-b]pyridin-4-yl)amino)-N-(4-(4-methylpiperazin-1-yl)phenyl)-2-oxo-1,2-dihydropyridine-3-carboxamide